(R)-4-(4-((6-cyclopropylimidazo[1,5-a]pyrazin-5-yl)(hydroxy)methyl)-1H-1,2,3-triazol-1-yl)-2,5-difluorophenol C1(CC1)C=1N=CC=2N(C1[C@H](C=1N=NN(C1)C1=CC(=C(C=C1F)O)F)O)C=NC2